(S)-N6-(2-(1-(benzo[b]thiophen-4-yl)piperidin-4-yl)ethyl)-N6-propyl-4,5,6,7-tetrahydrobenzo[d]thiazole-2,6-diamine hydrochloride Cl.S1C2=C(C=C1)C(=CC=C2)N2CCC(CC2)CCN([C@@H]2CC1=C(N=C(S1)N)CC2)CCC